3,3-dimethyl-4-pentenenitrile CC(CC#N)(C=C)C